(3'-methyl-[2,2'-bipyridine]-3-yl)((1S,4S,6R)-6-((5-(trifluoromethyl)pyrazin-2-yl)amino)-2-azabicyclo[2.2.1]hept-2-yl)methanone CC=1C(=NC=CC1)C1=NC=CC=C1C(=O)N1[C@@H]2[C@@H](C[C@H](C1)C2)NC2=NC=C(N=C2)C(F)(F)F